3-amino-4-(2-{4-[(5-chloro-3-fluoropyridin-2-yl)oxy]phenyl}pyrimidin-4-yl)butanoic acid NC(CC(=O)O)CC1=NC(=NC=C1)C1=CC=C(C=C1)OC1=NC=C(C=C1F)Cl